COC1=NC(=NC=C1CCOC)N(CC1=CC=C(C=C1)OC)CC1=CC=C(C=C1)OC 4-methoxy-5-(2-methoxyethyl)-N,N-bis[(4-methoxyphenyl)methyl]Pyrimidin-2-amine